C(CCCCCCC)OCC1=CC=C(C=C1)B(O)O (4-[(OCTYLOXY)METHYL]PHENYL)BORANEDIOL